2-(4-Ethylpiperazin-1-yl)-4-(4-(2-((1-(methylsulfonyl)piperidin-4-yl)amino)-5-(trifluoromethyl)pyrimidin-4-yl)-1H-imidazol-1-yl)nicotinonitrile C(C)N1CCN(CC1)C1=C(C#N)C(=CC=N1)N1C=NC(=C1)C1=NC(=NC=C1C(F)(F)F)NC1CCN(CC1)S(=O)(=O)C